ClC1=CC(=NC(=C1)C)C1CS(CC1)(=O)=O 3-(4-chloro-6-methylpyridin-2-yl)tetrahydrothiophene 1,1-dioxide